1-ethyl-2,3,5-trimethylpyrazolium bis(pentafluoroethanesulfonyl)imide [N-](S(=O)(=O)C(F)(F)C(F)(F)F)S(=O)(=O)C(F)(F)C(F)(F)F.C(C)[N+]=1N(C(=CC1C)C)C